(R)-6-chloro-3-((1-(2-(4-(dimethylcarbamoyl)piperidin-1-yl)-3,6-dimethyl-4-oxo-3,4-dihydroquinazolin-8-yl)ethyl)amino)picolinic acid ClC1=CC=C(C(=N1)C(=O)O)N[C@H](C)C=1C=C(C=C2C(N(C(=NC12)N1CCC(CC1)C(N(C)C)=O)C)=O)C